C(C)OC(=O)C=1C=NN(C1C(F)(F)F)C1CN(CCC1)C1=C(C=CC(=C1)Cl)C1=CC=C(C=C1)N1CCN(CC1)C 1-{1-[4-chloro-4'-(4-methylpiperazin-1-yl)[1,1'-biphenyl]-2-yl]piperidin-3-yl}-5-(trifluoromethyl)-1H-pyrazole-4-carboxylic acid ethyl ester